BrC1=CC=C(C(=O)C=2C=CC=C3C=CNC23)C=C1 7-(4-bromobenzoyl)indole